(S)-1-(4-(7-(8-ethynylnaphthalen-1-yl)-8-fluoro-2-((1-methylpyrrolidin-2-yl)methoxy)pyrido[4,3-d]pyrimidin-4-yl)piperazin-1-yl)prop-2-en-1-one C(#C)C=1C=CC=C2C=CC=C(C12)C1=C(C=2N=C(N=C(C2C=N1)N1CCN(CC1)C(C=C)=O)OC[C@H]1N(CCC1)C)F